L-3-bromonicotinamide BrC1(C(=O)N)CN=CC=C1